rac-trans-1-[2-(3-chlorophenyl)eth-yl]-3-{[4-(3-methanesulfonylpropanesulfonyl)phenoxy]methyl}-4-methylpyrrolidine ClC=1C=C(C=CC1)CCN1C[C@H]([C@@H](C1)C)COC1=CC=C(C=C1)S(=O)(=O)CCCS(=O)(=O)C |r|